O=C([C@H](O)[C@@H](O)CO)[O-] L-Threonat